4-(1-(4-fluorophenyl)-6-methyl-1H-indazol-5-yl)-N-phenylpiperidine-1-carboxamide FC1=CC=C(C=C1)N1N=CC2=CC(=C(C=C12)C)C1CCN(CC1)C(=O)NC1=CC=CC=C1